4-(ethoxycarbonyl)-5-methyl-1H-pyrrole-2-carboxylic acid C(C)OC(=O)C=1C=C(NC1C)C(=O)O